N[C@H]1C2N(CC1CC2)C(=O)C2=CC1=C(C(=C(O1)C=1N(C3=CC(=CC=C3C1)C1CC1)CC1CC1)C)C(=C2)OC ((7R)-7-amino-2-azabicyclo[2.2.1]hept-2-yl)(2-(6-cyclopropyl-1-(cyclopropylmethyl)-1H-indol-2-yl)-4-methoxy-3-methylbenzofuran-6-yl)methanone